1-(1-adamantyl)-1H-benzimidazole-2-thiol C12(CC3CC(CC(C1)C3)C2)N2C(=NC3=C2C=CC=C3)S